N-(((1R,2R,3S,4R)-2,3-dihydroxy-4-(4-(methylamino)-7H-pyrrolo[2,3-d]pyrimidin-7-yl)cyclopentyl)methyl)-N-methyl-3-(methylamino)propanamide O[C@@H]1[C@H](C[C@H]([C@@H]1O)N1C=CC2=C1N=CN=C2NC)CN(C(CCNC)=O)C